CNC(C1=CC(=C(C=C1)NC1=NC=C(C(=N1)NCC1=NC=CN=C1N(S(=O)(=O)C)C)C(F)(F)F)C)=O N,3-dimethyl-4-({4-[({3-[methyl(methylsulfonyl)amino]pyrazin-2-yl}methyl)amino]-5-(trifluoromethyl)pyrimidin-2-yl}amino)benzamide